C(C1=CC=C(NCC=2CNC=3N=C(N)NC(=O)C3N2)C=C1)(=O)[O-] Dihydropterate